3-[(4-hydroxy-1-{[(3R,4R)-1-(3-nitrobenzoyl)-3-phenylpiperidin-4-yl]carbonyl}piperidin-4-yl)methyl]-7-methyl-3,7-dihydro-4H-pyrrolo[2,3-d]pyrimidin-4-one OC1(CCN(CC1)C(=O)[C@H]1[C@@H](CN(CC1)C(C1=CC(=CC=C1)[N+](=O)[O-])=O)C1=CC=CC=C1)CN1C=NC2=C(C1=O)C=CN2C